C(C)(C)(C)OC(=O)N[C@H](C(=O)O)CC(F)(F)F (2S)-2-[(tert-butoxycarbonyl)amino]-4,4,4-trifluorobutanoic acid